C(C)(C)(C)N1CC(CC1)NC1=CC(=CC(=C1)OC)OC 1-(tert-Butyl)-N-(3,5-dimethoxyphenyl)pyrrolidin-3-amine